O[C@@H]1CC[C@@]2([C@H]3CC[C@@]4([C@H](CC[C@H]4[C@@H]3[C@@H](C[C@@H]2C1)O)[C@@H](CCC(=O)N[C@H](C(=O)O)CC1=CNC2=CC=CC=C12)C)C)C (S)-2-((R)-4-((3R,5S,7R,8R,9S,10S,13R,14S,17R)-3,7-dihydroxy-10,13-dimethyl-hexadecahydro-1H-cyclopenta[a]phenanthren-17-yl)pentanamido)-3-(1H-indol-3-yl)propanoic acid